C(C)OC1=CC=C(C=C1)N1NN=NC1=S 1-(4-ethoxyphenyl)-1,2-dihydro-5H-tetrazole-5-thione